4-((2S,3R,4R,5S)-4-cyclopropyl-3-(3,4-difluoro-2-methoxyphenyl)-5-methyl-5-(trifluoromethyl)tetrahydrofuran-2-carboxamido)picolinamide C1(CC1)[C@@H]1[C@@H]([C@H](O[C@@]1(C(F)(F)F)C)C(=O)NC1=CC(=NC=C1)C(=O)N)C1=C(C(=C(C=C1)F)F)OC